5-((1r,2s)-2-(tert-butoxycarbonyl)-2-methylcyclopropyl)pent-4-enoic acid C(C)(C)(C)OC(=O)[C@@]1([C@H](C1)C=CCCC(=O)O)C